C1=CC=CC=2C3=CC=CC=C3C(C12)COC(=O)N[C@H](C(=O)O)CC=1C=NC(=CC1)C#N (S)-2-((((9H-fluoren-9-yl)methoxy)carbonyl)amino)-3-(6-cyanopyridin-3-yl)propionic acid